BrC1=CC(=C(C=C1)C(=O)N1CCOCC1)O (4-bromo-2-hydroxy-phenyl)-morpholino-methanone